2-((4-((5-Cyclopropyl-3-(2,6-dichlorophenyl)isoxazol-4-yl)methoxy)bicyclo[2.2.2]octan-1-yl)(hydroxy)methyl)-4-fluorobenzo[d]thiazol C1(CC1)C1=C(C(=NO1)C1=C(C=CC=C1Cl)Cl)COC12CCC(CC1)(CC2)C(C=2SC1=C(N2)C(=CC=C1)F)O